(2S)-2-amino-3-tert-butoxy-propanoic acid N[C@H](C(=O)O)COC(C)(C)C